[K].CC(CC)(C)C1=C(C=C(C=C1)C)O 2-(1,1-dimethylpropyl)-5-methylphenol, potassium salt